N[C@H](C[C@H]1C(NCC1)=O)NC(=O)[C@H](CC1CCCCC1)NC(OCC1=CC=CC=C1)=O benzyl N-[(1S)-1-{[(1S)-1-amino-2-[(3S)-2-oxopyrrolidin-3-yl]ethyl]-carbamoyl}-2-cyclohexylethyl]carbamate